1-(3-(5-(2-fluoro-6-methoxyphenyl)-2H-indazol-2-yl)azetidin-1-yl)propan-2-en-1-one tin-nickel hydroxide [Ni](O)O.[Sn].FC1=C(C(=CC=C1)OC)C1=CC2=CN(N=C2C=C1)C1CN(C1)C(C=C)=O